O[C@@H]1C[C@H]2[C@H](CCC3=C(O2)C(=C(C=C3)C(=O)OC)C)[C@H]1CO[Si](C1=CC=CC=C1)(C1=CC=CC=C1)C(C)(C)C methyl (1S,2R,3aS,10aR)-2-hydroxy-5-methyl-1-({[(2-methyl-2-propanyl)(diphenyl)silyl]oxy}methyl)-2,3,3a,9,10,10a-hexahydro-1H-benzo[b]cyclopenta[f]oxepin-6-carboxylate